FC(=C(C(=C(C(C(C(C(F)(F)F)(F)F)(F)F)(F)F)F)F)F)F perfluorooctadien